ClC=1C(=NC(=NC1)NC=1C=NN(C1)CC1=CC(=C(C=C1)NC(C=C)=O)F)C1=CNC2=CC=CC=C12 N-(4-((4-((5-chloro-4-(1H-indol-3-yl)pyrimidin-2-yl)amino)-1H-pyrazol-1-yl)methyl)-2-fluorophenyl)acrylamide